NCCN(C1COCC1)C N-(2-aminoethyl)-N-methyloxolan-3-amine